CC1=C([O-])C(=CC=C1)C 2,6-dimethylphenoxide